2-[2-(aminomethyl)-3,3-difluoro-allyl]-4-[2-(2-thienyl)ethyl]-1,2,4-triazol-3-one NCC(CN1N=CN(C1=O)CCC=1SC=CC1)=C(F)F